2-chloro-4-((2S,5R)-4-(6-((5-hydroxypentyl)oxy)nicotinoyl)-2,5-dimethylpiperazin-1-yl)benzonitrile ClC1=C(C#N)C=CC(=C1)N1[C@H](CN([C@@H](C1)C)C(C1=CN=C(C=C1)OCCCCCO)=O)C